FC1(CCN(CC1)C1=NC(=CC(=N1)NC(C1=C(C=C(C=C1)NS(=O)(=O)CC1(COC1)O)N1CCC2(CC2)CC1)=O)C)F N-(2-(4,4-Difluoropiperidin-1-yl)-6-methylpyrimidin-4-yl)-4-(((3-hydroxyoxetan-3-yl)methyl)sulfonamido)-2-(6-azaspiro[2.5]octan-6-yl)benzamide